3,5-bis(3,5-diphenyltriazinyl)chlorobenzene C1(=CC=CC=C1)N1NN=CC(=C1C=1C=C(C=C(C1)C=1N(NN=CC1C1=CC=CC=C1)C1=CC=CC=C1)Cl)C1=CC=CC=C1